4-methyl-1-[(5-oxo-1,4-oxazepan-2-yl)methyl]-5-[[2-[6-(2,2,2-trifluoroethyl)quinazolin-4-yl]-2,7-diazaspiro[3.5]nonan-7-yl]methyl]indole-2-carbonitrile CC1=C2C=C(N(C2=CC=C1CN1CCC2(CN(C2)C2=NC=NC3=CC=C(C=C23)CC(F)(F)F)CC1)CC1OCCC(NC1)=O)C#N